C(C)OC1=C(C=CC=C1)NC(C(=O)NC1=C(C=CC=C1)CC)=O N-(2-ethoxyphenyl)-N'-(2-ethyl-phenyl)-oxalamide